NC1=NC(=CC(=N1)N1CCC2(C[C@H](NC2)C(=O)OCC)CC1)O[C@@H](C(F)(F)F)C1=C(C=C(C=C1)Cl)C1=CC(=C(C=C1)OC(C)C)Cl (S)-ethyl 8-(2-amino-6-((R)-1-(3',5-dichloro-4'-isopropoxy-[1,1'-biphenyl]-2-yl)-2,2,2-trifluoroethoxy)pyrimidin-4-yl)-2,8-diazaspiro[4.5]decane-3-carboxylate